(S)-N-((4-bromothiophen-2-yl)methyl)-1,4-dioxa-7-azaspiro[4.4]nonane-8-carboxamide BrC=1C=C(SC1)CNC(=O)[C@H]1NCC2(OCCO2)C1